C(C)(C)(C)C1=CC=C(C[C@H](N)C(=O)O)C=C1 4-tertbutyl-phenylalanine